3,5-dichloro-4-hydroxy-N-(4-oxo-3-(1-phenylcyclopropyl)-3,4-dihydroquinazolin-5-yl)benzamide ClC=1C=C(C(=O)NC2=C3C(N(C=NC3=CC=C2)C2(CC2)C2=CC=CC=C2)=O)C=C(C1O)Cl